(2S,4R)-benzyl 4-((bis(benzyloxy)phosphoryl)oxy)-1-((S)-3,3-dimethyl-2-((phenoxycarbonyl)amino)butanoyl)pyrrolidine-2-carboxylate C(C1=CC=CC=C1)OP(=O)(OCC1=CC=CC=C1)O[C@@H]1C[C@H](N(C1)C([C@H](C(C)(C)C)NC(=O)OC1=CC=CC=C1)=O)C(=O)OCC1=CC=CC=C1